NC1=NC=CC=C1C1=NC=2C(=NC(=CC2)C2=CC=CC=C2)N1C1=CC=C(CN2CCC(CCC2)NC#N)C=C1 N-(1-(4-(2-(2-Aminopyridin-3-yl)-5-phenyl-3H-imidazo[4,5-b]pyridin-3-yl)benzyl)azepan-4-yl)cyanamide